7-ethyl-4,7-dihydro-2H-azepine-1-carboxylate C(C)C1C=CCCCN1C(=O)[O-]